N-hydroxy-5-(8-isopropoxy-5-oxo-5,6-dihydro-11H-indolo[3,2-c]isoquinolin-11-yl)pentanamide ONC(CCCCN1C2=CC=C(C=C2C=2NC(C3=CC=CC=C3C21)=O)OC(C)C)=O